COC=1C=C(C=CC1)C1=NN2C(=NC=3C=CC=CC3C2=N1)N[C@H](CCSC)C(=O)N N2-[2-(3-Methoxyphenyl)[1,2,4]triazolo[1,5-c]quinazolin-5-yl]-D-methioninamide